COC1=C(C=NC(=C1)C)/C=C/C(=O)C1=C(C2=C(NC1=O)SC=C2)C (E)-5-(3-(4-methoxy-6-methylpyridin-3-yl)acryloyl)-4-methylthieno[2,3-b]pyridin-6(7H)-one